C(C)(=O)O[C@@H]1[C@H](OC([C@@H]1OC(C)=O)N1C(=NC2=C1C(=CC(=C2)C(N(C)C)=O)O[C@H]2CCOC1=CC(=CC(=C21)F)F)C)COC(C)=O (2R,3R,4R)-2-(acetoxymethyl)-5-(7-(((S)-5,7-difluorochroman-4-yl)oxy)-5-(dimethylcarbaMoyl)-2-methyl-1H-benzo[d]imidazol-1-yl)tetrahydrofuran-3,4-diyl diacetate